C(=O)(O)CCSC(C1=CC=CC=C1)=S carboxyethyldithiobenzoate